FC1=CC=C(C=C1)C1=C(N(C2=CC=CC(=C12)C)C(C)C)/C=C/[C@@H](C[C@@H](CC(=O)OC(C)(C)C)O)O |o1:22,24| tert-butyl rel-(3S,5R,E)-7-(3-(4-fluorophenyl)-1-isopropyl-4-methyl-1H-indol-2-yl)-3,5-dihydroxyhept-6-enoate